C(C)(C)(C)OC(=O)NC1=C(C(=O)OC2C(OC(C(C2OP(=O)(OCC2=CC=CC=C2)OCC2=CC=CC=C2)O)CO)N2C=CC3=CC=CC=C23)C=CC=C1 4-((bis(benzyloxy)phosphoryl)oxy)-5-hydroxy-6-(hydroxymethyl)-2-(1H-indol-1-yl)tetrahydro-2H-pyran-3-yl 2-((tert-butoxycarbonyl)amino)benzoate